3,9-dihydroxy-8-(piperidin-1-ylmethyl)-5,6-dihydro-7H-benzo[c]benzofuro[2,3-e]azepin-7-one OC=1C=CC2=C(CNC(C3=C2OC2=C3C(=C(C=C2)O)CN2CCCCC2)=O)C1